bis-(trimethylsilyl)-aminolithium C[Si](C)(C)N([Li])[Si](C)(C)C